8-bromo-4-(furan-2-yl)-2-(methylthio)pyrazolo[1,5-a][1,3,5]triazine BrC=1C=NN2C1N=C(N=C2C=2OC=CC2)SC